chloro-4,4-difluoro-2,3,4,5-tetrahydro-1,1'-biphenyl ClC1C(=CCC(C1)(F)F)C1=CC=CC=C1